tert-butyl (3-(3-hydroxypropyl)-4-methylphenyl)carbamate OCCCC=1C=C(C=CC1C)NC(OC(C)(C)C)=O